P(=O)(O)(O)O.O=C[C@@H](O)[C@@H](O)[C@H](O)[C@H](O)CO.O=C[C@@H](O)[C@@H](O)[C@H](O)[C@H](O)CO Bis-Mannose 6-Phosphate